FC1=CC=C(C=C1)C(N1C[C@@H](N(C[C@H]1C)C1=C(C(N(C=2C=CC(=NC12)C#N)C)=O)C#N)C)C1=NC(=CC=C1)C 8-[(2S,5R)-4-[(4-fluorophenyl)(6-methylpyridin-2-yl)methyl]-2,5-dimethylpiperazin-1-yl]-5-methyl-6-oxo-5,6-dihydro-1,5-naphthyridine-2,7-dicarbonitrile